((14S,17S)-1-azido-14-isopropyl-17-methyl-12,15-dioxo-3,6,9-trioxa-13,16-diazaoctadecane-18-amid) phosphate P(=O)(O)(O)O.N(=[N+]=[N-])CCOCCOCCOCCC(N[C@H](C(N[C@H](C(=O)N)C)=O)C(C)C)=O